tert-butyl (1-(aminomethyl)cyclobutyl)carbamate NCC1(CCC1)NC(OC(C)(C)C)=O